CC1=CC=CC=2N1N=CC2C(=O)N[C@H]2COC1=CC(=CC=C1C2)N2CCNCC2 (R)-7-methyl-N-(7-(piperazin-1-yl)chroman-3-yl)pyrazolo[1,5-a]pyridine-3-carboxamide